P([S-])([O-])N THIOPHOSPHORAMIDITE